C1(CCC1)CNCC=1NC2=CC(=CC=C2C1)CNC(=O)C=1N=C2N(N=CC=C2)C1 N-((2-(((cyclobutylmethyl)amino)methyl)-1H-indol-6-yl)methyl)imidazo[1,2-b]pyridazine-2-carboxamide